CN(C)C[C@H]1OC[C@@H](OC1)CC1C2=C(C(NC1)=O)C=C(N2)C2=C(C=NC=C2)F 7-{[(2S,5R)-5-[(dimethylamino)methyl]-1,4-dioxan-2-yl]Methyl}-2-(3-fluoropyridin-4-yl)-1H,5H,6H,7H-pyrrolo[3,2-c]Pyridin-4-one